9,9-dimethyl-2-phenylfluorene CC1(C2=CC=CC=C2C=2C=CC(=CC12)C1=CC=CC=C1)C